FC1=CC(=CC2=C1[C@@H]1NCCC[C@@H]1O2)OC(F)(F)F (4aS,9bS)-9-fluoro-7-(trifluoromethoxy)-1,2,3,4,4a,9b-hexahydrobenzofuro[3,2-b]pyridine